tert-butyl 7-cyano-2,3-dihydro-4H-pyrido[4,3-b][1,4]oxazine-4-carboxylate C(#N)C1=CC=2OCCN(C2C=N1)C(=O)OC(C)(C)C